OC1C(COC1)OC1NC(C2=CC(=CC=C12)C(=C)C)=O 3-[(4-hydroxyoxolan-3-yl)oxy]-6-(prop-1-en-2-yl)-2,3-dihydro-1H-isoindol-1-one